boron-magnesium oxide [O-2].[Mg+2].[B+3]